4-(1-cyano-1-methyl-ethyl)-2,6-difluoro-benzenesulfonamide C(#N)C(C)(C)C1=CC(=C(C(=C1)F)S(=O)(=O)N)F